CN1CC(C1)(C)[C@](O)(C1=CC=C(C=C1)OC(F)(F)F)C1=CC(=CC=C1)CN1C=NC=C1 (S)-(1,3-Dimethyl-azetidin-3-yl)-(3-imidazol-1-ylmethyl-phenyl)-(4-trifluoromethoxy-phenyl)-methanol